The molecule is a sesquiterpene consisting of decalin having two methyl substituents at the 1- and 6-positions, an isopropyl substituent at the 4-position and (1S,4S,4aS,6S,8aS)-configuration. It is a terpenoid fundamental parent and a sesquiterpene. C[C@H]1CC[C@H]2[C@H](CC[C@H]([C@@H]2C1)C(C)C)C